C(C)(C)(C)OC(=O)N1CCN(CC1)C1=C(C=CC(=C1)Cl)C=O 4-(5-chloro-2-formylphenyl)piperazine-1-carboxylic acid tert-butyl ester